O=C1CC2(CN(C2)C(=O)OC(C)(C)C)CCN1C(=O)OCC1=CC=CC=C1 7-benzyl 2-tert-butyl 6-oxo-2,7-diazaspiro[3.5]nonane-2,7-dicarboxylate